bis(2-hydroxyethyl)-3-aminopropyl-trimethoxysilane OCCC(O[Si](OC)(OC)CCCN)CCO